(R)-2-tetrahydrofurfurylamine C1C[C@@H](OC1)CN